4-chloro-3-isopropyl-2-methyl-quinolin-7-ol ClC1=C(C(=NC2=CC(=CC=C12)O)C)C(C)C